COCCOC1=CC=C(C=C1)C=1C(=NC(=CN1)COCC(F)(F)F)N1CCC(CC1)C(=O)NS(=O)(=O)C 1-(3-(4-(2-methoxyethoxy)phenyl)-6-((2,2,2-trifluoroethoxy)methyl)pyrazin-2-yl)-N-(methylsulfonyl)piperidine-4-carboxamide